methyl 2-(((1R,5S,6S)-6-(6-((4-cyano-2-fluorobenzyl)oxy)pyridin-2-yl)-3-azabicyclo[3.1.0]hexan-3-yl)methyl)-5-fluoro-1-(((S)-oxetan-2-yl)methyl)-1H-benzo[d]imidazole-6-carboxylate C(#N)C1=CC(=C(COC2=CC=CC(=N2)C2[C@H]3CN(C[C@@H]23)CC2=NC3=C(N2C[C@H]2OCC2)C=C(C(=C3)F)C(=O)OC)C=C1)F